2-Cyanoethyl N,N-diisopropylchloro-phosphoramidite C(C)(C)N(P(OCCC#N)Cl)C(C)C